2-(2-((2-(bis(3-methoxybenzyl)amino)thiazol-4-yl)methoxy)ethoxy)ethyl 4-methylbenzenesulfonate CC1=CC=C(C=C1)S(=O)(=O)OCCOCCOCC=1N=C(SC1)N(CC1=CC(=CC=C1)OC)CC1=CC(=CC=C1)OC